(Z)-1-(4-amino-2-fluoro-but-2-en-1-yl)-4-(4-(dimethylphosphoryl)phenyl)-1H-benzo[d]imidazole-6-carboxylic acid methyl ester hydrochloride Cl.COC(=O)C=1C=C(C2=C(N(C=N2)C/C(=C/CN)/F)C1)C1=CC=C(C=C1)P(=O)(C)C